2-oxo-7-(thiophen-2-yl)-1,2-dihydroquinoline-3-carboxylic acid O=C1NC2=CC(=CC=C2C=C1C(=O)O)C=1SC=CC1